2-methyl-6-(5-methyl-6-morpholino-1H-benzo[d]imidazol-2-yl)-7-((1-(pyrimidin-2-yl)propyl)amino)-2H-pyrazolo[4,3-b]pyridin-5(4H)-one CN1N=C2C(NC(C(=C2NC(CC)C2=NC=CC=N2)C2=NC3=C(N2)C=C(C(=C3)C)N3CCOCC3)=O)=C1